2-methyl-5-(2-(((3R,4S)-3-methyl-1-(methylsulfonyl)piperidin-4-yl)amino)-5-(trifluoro-methyl)pyrimidin-4-yl)thiophene-3-carbonitrile CC=1SC(=CC1C#N)C1=NC(=NC=C1C(F)(F)F)N[C@@H]1[C@@H](CN(CC1)S(=O)(=O)C)C